FC(C=1C=C(C=CC1)[Se](=O)C1=CC=CC=C1)(F)F (3-trifluoromethylphenyl)phenylselenoxide